C(CCC\C=C/C\C=C/C\C=C/C\C=C/CCCCC)(=O)N[C@@H](CC1=CNC2=CC=CC=C12)C(=O)O N-arachidonoyl-tryptophan